2-methyl-7-(3-(4-(pyrimidin-2-yl)piperazin-1-yl)propoxy)-3,4-dihydroisoquinolin-1(2H)-one CN1C(C2=CC(=CC=C2CC1)OCCCN1CCN(CC1)C1=NC=CC=N1)=O